N1=CC=C(C=C1)COC=1C=C(C(=O)O)C=C(C1)OCC1=CC=NC=C1 3,5-bis(4-pyridylmethoxy)-benzoic acid